3-(6-(dimethylamino)-4-methylpyridin-3-yl)-2,5-dimethyl-N,N-dipropylpyrazolo[1,5-A]pyrimidin-7-amine CN(C1=CC(=C(C=N1)C=1C(=NN2C1N=C(C=C2N(CCC)CCC)C)C)C)C